3,5-dimethyl-4-[dimethoxy(trimethylsiloxy)silyl]styrene CC=1C=C(C=C)C=C(C1[Si](O[Si](C)(C)C)(OC)OC)C